1-{4-[7-((R)-1-quinolin-3-yl-ethylamino)-1-(tetrahydro-pyran-4-yl)-1H-pyrazolo[4,3-d]pyrimidin-5-yl]-piperazin-1-yl}-ethanone N1=CC(=CC2=CC=CC=C12)[C@@H](C)NC=1C2=C(N=C(N1)N1CCN(CC1)C(C)=O)C=NN2C2CCOCC2